4-[6-(2-Cyano-1,1-dimethyl-ethyl)-5-(4-fluoro-3-methoxy-phenyl)-1H-pyrrolo[2,3-f]indazol-7-yl]-2-methoxy-benzoic acid C(#N)CC(C)(C)C1=C(C2=C(C=C3C=NNC3=C2)N1C1=CC(=C(C=C1)F)OC)C1=CC(=C(C(=O)O)C=C1)OC